C(C)N1C[C@@H]([C@@H](CC1)C)OC=1C=C2CN(C(C2=CC1)=O)N1C(CCCC1=O)=O (5-(((3r,4r)-1-ethyl-4-methylpiperidin-3-yl)oxy)-1-oxoisoindolin-2-yl)piperidine-2,6-dione